(3S)-9-fluoro-3-methyl-7-oxo-10-(3-(pyrimidin-2-ylamino)-pyrrolidin-1-yl)-2,3-dihydro-7H-[1,4]oxazino[2,3,4-ij]quinoline-6-carboxylic acid FC=1C=C2C(C(=CN3C2=C(C1N1CC(CC1)NC1=NC=CC=N1)OC[C@@H]3C)C(=O)O)=O